CN1CCN(CCN(CCN(CCN(CCN(CC1)C)C)C)C)C 1,4,7,10,13,16-hexamethyl-1,4,7,10,13,16-hexaazacyclooctadecane